CC1(CC2C3(CCCC(CCC12)(C3)C)OCCO)C 2-((4,4,8-trimethyltricyclo[6.3.1.02,5]dodecan-1-yl)oxy)ethan-1-ol